C(C1=CC=CC=C1)OC1=C(C(=CC(=C1)C)O)C(C)=O 1-(2-Benzyloxy-6-hydroxy-4-methyl-phenyl)ethanone